O=C([C@H](CCCNC(CBr)=O)NC(CBr)=O)NCCOCCOCCC(NCCOCCOCCNC(CCCCCCCCCCCCC)=O)=O (S)-N,N'-(5,15,26-trioxo-9,12,19,22-tetraoxa-6,16,25-triazanonatriacontane-1,4-diyl)bis(2-bromoacetamide)